Bis-BocGuanidine C(=O)(OC(C)(C)C)NC(NC(=O)OC(C)(C)C)=N